ClC1=C(C=CC(=C1)Cl)[C@@H](C)N R-1-(2,4-dichlorophenyl)ethylamine